COC1=CC=C(CN2C(NC(C3=CC=CC=C23)C(F)(F)F)=O)C=C1 (4-methoxybenzyl)-4-(trifluoromethyl)-3,4-dihydroquinazolin-2(1H)-one